ClC1=CC=C(C=N1)CC1=C2N(C(C(=C1)C1=CC=CC=C1)=O)C=CC=C2 1-((6-chloropyridin-3-yl)methyl)-4-oxo-3-phenyl-4H-pyrido[1,2-a]pyridine